4-[1-(tert-butoxycarbonyl)piperidin-4-yl]-5-fluoro-2-methylbenzoic acid C(C)(C)(C)OC(=O)N1CCC(CC1)C1=CC(=C(C(=O)O)C=C1F)C